ClC1=C(C(N(C(N1CC#CC1=CC(=C(C=C1)C)O)=O)C)=O)NC(CCC1=CC=C(C=C1)C)=O N-(6-chloro-1-(3-(3-hydroxy-4-methylphenyl)prop-2-yn-1-yl)-3-methyl-2,4-dioxo-1,2,3,4-tetrahydropyrimidin-5-yl)-3-(p-tolyl)propanamide